2-(4,6-bis(2,4-dimethylphenyl)-1,3,5-triazine-2-yl)-3,5-dibutoxyphenol CC1=C(C=CC(=C1)C)C1=NC(=NC(=N1)C1=C(C=C(C=C1)C)C)C1=C(C=C(C=C1OCCCC)OCCCC)O